2-Methyl-6-(6-methyl-3-{1-[(1-methylcyclohexyl)methyl]-1H-pyrazol-4-yl}pyridin-2-yl)-2H-indazol CN1N=C2C=C(C=CC2=C1)C1=NC(=CC=C1C=1C=NN(C1)CC1(CCCCC1)C)C